1-allyl-3-ethylimidazolium bromide salt [Br-].C(C=C)N1C=[N+](C=C1)CC